O=C(CCC(=O)OC(COC(CCCCCCCC)=O)COC(CCCCCCCC)=O)CCC(=O)OC(COC(CCCCCCCC)=O)COC(CCCCCCCC)=O bis(1,3-bis(nonanoyloxy) propan-2-yl) 4-oxoheptanedioate